benzyl (6S)-6-{[2-(1,3-dimethyl-1H-pyrazol-4-yl)-7-(trifluoromethyl)[1,2,4]triazolo[1,5-c]quinazolin-5-yl]amino}-5-oxo-1,4-diazepane-1-carboxylate CN1N=C(C(=C1)C1=NN2C(=NC=3C(=CC=CC3C2=N1)C(F)(F)F)N[C@@H]1C(NCCN(C1)C(=O)OCC1=CC=CC=C1)=O)C